CN1CCC(CC1)NC(=O)C=1C=NC=CC1NC1=CC(=NC2=C1OCCN2)C2=NC(=CC=C2)C N-(1-methylpiperidin-4-yl)-4-{[6-(6-methylpyridin-2-yl)-2H,3H,4H-pyrido[3,2-b][1,4]oxazin-8-yl]amino}pyridine-3-carboxamide